NC1=CC=C2C(OC(C2=C1)=O)CC1=CC=C(C=C1)F 6-amino-3-(4-fluorobenzyl)isobenzofuran-1(3H)-one